C(C)(C)(C)[Si](C=1C(=CC(=[N+](C1)[O-])NC(=O)COCCOCC(=O)O)OC)(F)C(C)(C)C 5-[di(tert-butyl)(fluoro)silyl]-2-{[(2-carboxymethoxyethoxy)methyl]carbonylamino}-4-methoxy-1-pyridinium-1-olate